FC(OC1=NC(=NN2C1=C(C=C2)C=2C=C1N=CC=NC1=CC2)N[C@H]2CC[C@H](CC2)NC(C)=O)F N-(cis-4-((4-(difluoromethoxy)-5-(quinoxalin-6-yl)pyrrolo[2,1-f][1,2,4]triazin-2-yl)amino)cyclohexyl)acetamide